C1(CCCCC1)C[C@@H](C(N[C@@H](C[C@H]1C(NCC1)=O)C(COC1=C(C(=CC(=C1F)F)F)F)=O)=O)NC(=O)C=1NC2=CC=CC=C2C1 N-((S)-3-cyclohexyl-1-oxo-1-(((S)-3-oxo-1-((S)-2-oxopyrrolidin-3-yl)-4-(2,3,5,6-tetrafluorophenoxy)butan-2-yl)amino)propan-2-yl)-1H-indole-2-carboxamide